(R)-N-(3-(2-((R)-2-hydroxypropoxy)-6-morpholinopyridin-4-yl)-4-methylphenyl)-3-(2,2,2-trifluoroethyl)pyrrolidine-1-carboxamide O[C@@H](COC1=NC(=CC(=C1)C=1C=C(C=CC1C)NC(=O)N1C[C@H](CC1)CC(F)(F)F)N1CCOCC1)C